CC1=C2CC3=C(C(=C(N3)CC4=C(C(=C(N4)CC5=C(C(=C(N5)CC(=C1CCC(=O)[O-])N2)CCC(=O)[O-])C)C=C)C)C=C)C The molecule is dicarboxylate anion of protoporphyrinogen. It has a role as a human metabolite and a Saccharomyces cerevisiae metabolite. It is a conjugate base of a protoporphyrinogen.